C(C1=CC=CC=C1)NC1=NOC(=C1)C1=CNC2=NC=CC(=C21)OC2=CC=C1CCNCC1=C2 N-benzyl-5-(4-((1,2,3,4-tetrahydroisoquinolin-7-yl)oxy)-1H-pyrrolo[2,3-b]pyridin-3-yl)isoxazol-3-amine